N1=C(C=CC=C1)CO picolyl alcohol